(±)-anti-benzo[a]pyrene-7,8-diol C1=CC=C2C=CC=3C=C4C(=C5C=CC1=C2C53)C=CC(=C4O)O